FC1(CCN(CC1)C(CCCCCC[NH-])C=1C=2C3=C(C(N(C3=CC1)C1C(NC(CC1)=O)=O)=O)C=CC2)F 7-(4,4-difluoropiperidin-1-yl)-N-(1-(2,6-dioxopiperidin-3-yl)-2-oxo-1,2-dihydrobenzo[cd]indol-6-yl)heptylamide